C1(=CC=CC=C1)OC(N(CCC(C=1SC=CC1)OC1=CC=CC2=CC=CC=C12)C)=O Methyl-[3-(naphthalene-1-yloxy)-3-thiophen-2-yl-propyl]-carbamic acid phenyl ester